3-((6-fluoroquinolin-4-yl)oxy)-N-(3-(pyridin-4-ylamino)phenyl)benzamide FC=1C=C2C(=CC=NC2=CC1)OC=1C=C(C(=O)NC2=CC(=CC=C2)NC2=CC=NC=C2)C=CC1